C(#N)C1=CNC2=C(C=CC(=C12)C)NS(=O)(=O)C=1C=NN(C1)[C@H]1CNC[C@H]1F N-(3-Cyano-4-methyl-1H-indol-7-yl)-1-[(3S,4R)-4-fluoropyrrolidin-3-yl]pyrazol-4-sulfonamid